ClC1=C(C=C(C=C1)NC(=O)N1C2CC(CC1C2)C(F)(F)F)[C@H]2[C@H](CC2)C#N cis-N-(4-chloro-3-(cis-2-cyanocyclobutyl)phenyl)-3-(trifluoromethyl)-6-azabicyclo[3.1.1]heptane-6-carboxamide